5-fluoro-N-(1-(2-fluorophenyl)ethyl)-2-methoxy-N-methylnicotinamide FC=1C=NC(=C(C(=O)N(C)C(C)C2=C(C=CC=C2)F)C1)OC